C(CCCCCCCCCCC)OC(NCCCCCCCC)=O N-octylcarbamic acid dodecyl ester